Tert-butyl 2-(2-ethoxy-2-oxoethyl)-6-[(7-{[(3-fluoropyridin-2-yl)methyl]amino}-[1,3]thiazolo[5,4-d]pyrimidin-2-yl)methyl]piperidine-1-carboxylate C(C)OC(CC1N(C(CCC1)CC=1SC=2N=CN=C(C2N1)NCC1=NC=CC=C1F)C(=O)OC(C)(C)C)=O